ClC1=CC(=C(N=N1)OCCCS(=O)(=O)C)NCC1=C(C=C(C=C1)OC)OC 6-chloro-N-[(2,4-dimethoxyphenyl)methyl]-3-(3-methanesulfonylpropoxy)pyridazin-4-amine